COC=1C=C2CCN(C(C2=CC1OC)C1=CC=C(C=C1)OC)C(=O)C1=CC=C(C=C1)C=CC1=CC=CC=C1 (6,7-dimethoxy-1-(p-methoxyphenyl)-3,4-dihydroisoquinolin-2(1H)-yl)(4-styrylphenyl)methanone